N-[4-(3-chloro-4-cyano-phenoxy)cyclohexyl]-5-[4-(hydroxymethyl)-1-piperidyl]pyridine-2-carboxamide ClC=1C=C(OC2CCC(CC2)NC(=O)C2=NC=C(C=C2)N2CCC(CC2)CO)C=CC1C#N